3-[4-[1-(2-chloroacetyl)-4-piperidinyl]anilino]piperidine-2,6-dione ClCC(=O)N1CCC(CC1)C1=CC=C(NC2C(NC(CC2)=O)=O)C=C1